NC1=CC=CC=2C(=CC=CC12)O 1-amino-5-naphthol